(R)-N-(6-(4,4-Difluoropiperidin-1-yl)pyridin-2-yl)-4-((2-hydroxy-1-methyl-ethyl)sulfonamido)-2-(6-azaspiro[2.5]octan-6-yl)benzamide FC1(CCN(CC1)C1=CC=CC(=N1)NC(C1=C(C=C(C=C1)NS(=O)(=O)[C@@H](CO)C)N1CCC2(CC2)CC1)=O)F